(6R)-6-{[7-cyano-2-(1H-pyrazol-4-yl)[1,2,4]triazolo[1,5-c]quinazolin-5-yl]amino}-5-oxo-1,4-diazacycloheptane-1-carboxylic acid benzyl ester C(C1=CC=CC=C1)OC(=O)N1CCNC([C@@H](C1)NC1=NC=2C(=CC=CC2C=2N1N=C(N2)C=2C=NNC2)C#N)=O